[Li+].P(=O)(OCC)(OCC)[O-] diethyl phosphate lithium salt